FC(C1=CC=C(C=C1)N1N=CC(=C1)C=1C=C2C(=CNC2=CC1)NC(=O)C1=CN=CO1)(F)F N-(5-{1-[4-(trifluoromethyl)phenyl]-1H-pyrazol-4-yl}-1H-indol-3-yl)-1,3-oxazole-5-carboxamide